NC=1N=CC=2CC3=C(NC2C1)C(N1C(=C3C)C(NC1(C)C)=O)=O 8-amino-3,3,12-trimethyl-2,3,6,11-tetrahydroimidazo[1',5':1,6]pyrido[3,4-b][1,6]naphthyridine-1,5-dione